C[N+]1=C(NC=C1)C.[Co+2] cobalt dimethylimidazolium salt